[N+](=O)([O-])O[C@@H](COCCC(=O)OC[C@H]1N(CCC1)C1=NC=C(C(=N1)NCC1=CC(=C(C=C1)OC)Cl)C(NCC1=NC=CC=N1)=O)CO[N+](=O)[O-] [(2S)-1-(4-{[(3-chloro-4-methoxyphenyl)methyl]amino}-5-{[(pyrimidin-2-yl)methyl]carbamoyl}pyrimidin-2-yl)pyrrolidin-2-yl]methyl 3-[(2S)-2,3-bis(nitrooxy) propoxy]propanoate